C(C)OC(=O)C=1C=C2C=3C=C4C(=C(C3NC2=CC1)OC)NC=1C=CC(=CC14)C(=O)OCC 2,10-diethoxycarbonyl-6-methoxy-5,7-dihydro-indolo[2,3-b]carbazole